ClC1=NC=C2C=C(C(N(C2=C1)C)=O)C=1C=NC(=CC1C)[C@@H](CC)O 7-chloro-3-[6-[(1R)-1-hydroxypropyl]-4-methylpyridin-3-yl]-1-methyl-1,6-naphthyridin-2-one